C(CCCCC)C(C(=O)O)(CCCCCCCC)CCCCCC 2,2-dihexyldecanoic acid